(E)-1-(5-(3-Aminoprop-1-en-1-yl)pyrazolo[1,5-a]pyridin-3-yl)-3-(hydroxymethyl)dihydropyrimidine-2,4(1H,3H)-dione NC/C=C/C1=CC=2N(C=C1)N=CC2N2C(N(C(CC2)=O)CO)=O